3-[4-(Dimethylamino)phenyl]-1-(2-hydroxy-4-methylphenyl)-2-propene-1-one CN(C1=CC=C(C=C1)C=CC(=O)C1=C(C=C(C=C1)C)O)C